1-(4-(5-(3-cyano-4-isopropoxyphenyl)-4,5-dihydroisoxazol-3-yl)benzyl)azetidine-3-carboxylic acid methyl ester COC(=O)C1CN(C1)CC1=CC=C(C=C1)C1=NOC(C1)C1=CC(=C(C=C1)OC(C)C)C#N